ClCC(C[C@@]1(N(C[C@H](C1)OC)C(=O)OC(C)(C)C)C(=O)OC)=C 1-(tert-butyl) 2-methyl (2S,4S)-2-(2-(chloromethyl)allyl)-4-methoxypyrrolidine-1,2-dicarboxylate